BrC1=NC(=C(C=2N=C(N=C(C21)N2[C@@H]([C@@H]1CC[C@H](C2)N1C(=O)OC(C)(C)C)\C=C/C)SCC)F)Cl tert-butyl (1S,2R,5R)-3-(5-bromo-7-chloro-2-(ethylthio)-8-fluoropyrido[4,3-d]pyrimidin-4-yl)-2-((Z)-prop-1-en-1-yl)-3,8-diazabicyclo[3.2.1]octane-8-carboxylate